O=C1NC(CCC1N1C(C2=CC=CC(=C2C1=O)SCCOCCOCCOCCOCCC(=O)N(C)CCOC1=CC=C(C=C1)\C(=C(\CC)/C1=CC=CC=C1)\C1=CC=CC=C1)=O)=O (Z)-1-((2-(2,6-dioxopiperidin-3-yl)-1,3-dioxoisoindolin-4-yl)thio)-N-(2-(4-(1,2-diphenylbut-1-en-1-yl)phenoxy)ethyl)-N-methyl-3,6,9,12-tetraoxapentadecane-15-amide